2-(2-chloro-6-fluorophenyl)acetamide ClC1=C(C(=CC=C1)F)CC(=O)N